(R)-1-(3-chloro-4-fluorophenyl)-3-((1-oxo-1,2-dihydroisoquinolin-4-yl)methyl)urea ClC=1C=C(C=CC1F)NC(=O)NCC1=CNC(C2=CC=CC=C12)=O